Cl.Cl.N[C@H](C(=O)OCC(F)(F)F)CC1=CC(=NC=C1)C1=CC=CC=C1 2,2,2-Trifluoroethyl (S)-2-amino-3-(2-phenylpyridin-4-yl)propanoate dihydrochloride